NC=1C2=C(N=NN1)N(C=C2C=2C=CC(=NC2)C2OCCN1C2=C(C(N1C1=CC=CC=C1)=O)C(=O)N)C1CCC(CC1)O (5-(4-amino-7-((1r,4r)-4-hydroxycyclohexyl)-7H-pyrrolo[2,3-d]triazin-5-yl)pyridin-2-yl)-2-oxo-1-phenyl-2,4,6,7-tetrahydro-1H-pyrazolo[5,1-c][1,4]oxazine-3-carboxamide